NC=1C=NN(C1C)C1CCN(CC1)C(=O)OC(C)(C)C tert-butyl 4-(4-amino-5-methyl-pyrazol-1-yl)piperidine-1-carboxylate